Cl.COC=1C=C(C=CC1OC)C1=NOC(=N1)N1CCNCC1 3-(3,4-dimethoxyphenyl)-5-piperazin-1-yl-1,2,4-oxadiazole hydrochloride